3-(chloromethyl)-1,2,4-oxadiazole-5-carboxylic acid ethyl ester C(C)OC(=O)C1=NC(=NO1)CCl